(oxetan-3-yl)nicotinamide O1CC(C1)C1=C(C(=O)N)C=CC=N1